N1(CCCCC1)C=1C=C2C(=CC=NC2=CC1)C(=O)O 6-(piperidin-1-yl)quinoline-4-carboxylic acid